C(C)(C)C=1C(=NNC1C=1C=C(C=2N(C1)N=CN2)OC)C=2SC1=C(N2)CCC(C1)NC 2-(4-isopropyl-5-(8-methoxy-[1,2,4]triazolo[1,5-a]pyridin-6-yl)-1H-pyrazol-3-yl)-N-methyl-4,5,6,7-tetrahydrobenzo[d]thiazol-6-amine